5-(((trans-3-(3-cyclopropyl-4-(5-fluoro-6-methylpyridin-2-yl)-1H-pyrazol-1-yl)cyclobutyl)methyl)amino)-2-(2,6-dioxopiperidin-3-yl)-6-fluoroisoindoline-1,3-dione C1(CC1)C1=NN(C=C1C1=NC(=C(C=C1)F)C)[C@@H]1C[C@H](C1)CNC=1C=C2C(N(C(C2=CC1F)=O)C1C(NC(CC1)=O)=O)=O